N1=CC(=CC=C1)OC=1C=C(CN2CCN(CC2)C(=O)N2N=C(C=C2)C(=O)OC(C)(C)C)C=CC1 tert-butyl 1-(4-(3-(pyridin-3-yloxy) benzyl) piperazine-1-carbonyl)-1H-pyrazole-3-carboxylate